hexanoyl piperazine-1-carboxylate N1(CCNCC1)C(=O)OC(CCCCC)=O